4-(6-aminopyridine-3-yl)piperazine-1-carboxylic acid tert-butyl ester C(C)(C)(C)OC(=O)N1CCN(CC1)C=1C=NC(=CC1)N